C1=CC(=CC=C1/C=C/C(=O)NC2=C(C=C(C=C2)O)C(=O)O)O (Z)-N-coumaroyl-5-hydroxyanthranilic acid